C(C1=CC=CC=C1)OC=1C(=NC=C(C1C)C=1C=NN(C1)C(C)C)C#N 3-(benzyloxy)-5-(1-isopropyl-1H-pyrazol-4-yl)-4-methylpicolinonitrile